O1CCN(CC1)C=1N=C2N(C(C1)=O)C=C(C=C2)C(=O)O 2-morpholino-4-oxo-4H-pyrido[1,2-a]pyrimidine-7-carboxylic acid